C1(CCCCC1)C1=NN=C(O1)N 5-cyclohexyl-1,3,4-oxadiazol-2-amine